methyl 5-((3-(bromomethyl)benzyl)oxy)-2-methoxybenzoate BrCC=1C=C(COC=2C=CC(=C(C(=O)OC)C2)OC)C=CC1